O1CCC(C=C1)=O 3,4-dihydro-2H-pyran-4-one